(2S)-2-aminosuccinic acid 1,4-dimethyl ester hydrochloride Cl.COC([C@H](CC(=O)OC)N)=O